2-(2,6-dioxo-3-piperidinyl)-4-[(6-methoxy-1-tetrahydropyran-4-yl-indazol-5-yl)amino]isoindoline-1,3-dione O=C1NC(CCC1N1C(C2=CC=CC(=C2C1=O)NC=1C=C2C=NN(C2=CC1OC)C1CCOCC1)=O)=O